phosphorus dimethanol CO.CO.[P]